[C].[Al].[Ti] titanium aluminum carbon